1-methoxy-2-(3,5-dibenzyloxyphenyl)-3-(3-methoxy-4-benzyloxyphenyl)-4,6-dibenzyloxy-1H-indene COC1C(=C(C2=C(C=C(C=C12)OCC1=CC=CC=C1)OCC1=CC=CC=C1)C1=CC(=C(C=C1)OCC1=CC=CC=C1)OC)C1=CC(=CC(=C1)OCC1=CC=CC=C1)OCC1=CC=CC=C1